n-Octanohydrazide C(CCCCCCC)(=O)NN